BrC1=CC=C(C=C1)C(=O)N1C[C@H]([C@@H](CC1)N1CC2=CC=CC=C2CC1)O Trans-(4-bromophenyl)(4-(3,4-dihydroisoquinolin-2(1H)-yl)-3-hydroxypiperidin-1-yl)methanone